(Z)-3-(1-(4-amino-2-fluorobut-2-en-1-yl)-6-(pyrrolidin-1-carbonyl)-1H-benzo[d][1,2,3]triazol-4-yl)-N-cyclopropylbenzenesulfonamide Hydrochloride Cl.NC\C=C(\CN1N=NC2=C1C=C(C=C2C=2C=C(C=CC2)S(=O)(=O)NC2CC2)C(=O)N2CCCC2)/F